6-bromo-1-cyclopropyl-benzimidazole BrC=1C=CC2=C(N(C=N2)C2CC2)C1